C(C)(C)(C)OOC1(CC(CC(C1)C)(C)C)OOC(C)(C)C 1,1-di(tert-butylperoxy)-3,3,5-Trimethylcyclohexane